4-((2S,4S)-4-((2,2-difluoroethyl)amino)-1-((5-methoxy-7-methyl-1H-indol-4-yl)methyl)piperidin-2-yl)benzoic acid FC(CN[C@@H]1C[C@H](N(CC1)CC1=C2C=CNC2=C(C=C1OC)C)C1=CC=C(C(=O)O)C=C1)F